C1(CC1)COC=1C=C(C=CC1OC)/C(=C/N1C(=CC(C=C1C)=O)C)/C#CC (Z)-1-(2-(3-cyclopropylmethoxy-4-methoxyphenyl)pent-1-en-3-yn-1-yl)-2,6-dimethylpyridin-4(1H)-one